ClC1=CC=C(CNC(NC2=CC=C(CN(S(=O)(=O)C3CCOCC3)C)C=C2)=O)C=C1 N-(4-(3-(4-chlorobenzyl)ureido)benzyl)-N-methyltetrahydro-2H-pyran-4-sulfonamide